NC1=C2C(=NC=N1)N(N=C2C2=CC(=C(C=C2)NC(=O)NC2=CC(=NO2)C(C(F)(F)F)(C)C)F)C2CC2 1-(4-(4-amino-1-cyclopropyl-1H-pyrazolo[3,4-d]pyrimidin-3-yl)-2-fluorophenyl)-3-(3-(1,1,1-trifluoro-2-methylpropan-2-yl)isoxazol-5-yl)urea